ClC=1C=C(C=CC1S(=O)(=O)C)N1CSC=C1C1=CC(=NC=C1)OC N-(3-Chloro-4-(methylsulfonyl)phenyl)-4-(2-methoxypyridin-4-yl)thiazol